(Z)-hexadec-9-enoic acid methyl ester COC(CCCCCCC\C=C/CCCCCC)=O